ClC1=NC=C(C(=N1)N[C@H]1[C@H](CC1)COC=1C(=NN(C1)C1CCC1)C)C(F)(F)F |&1:8| 2-chloro-N-((1R,2S)- and (1S,2S)-2-(((1-cyclobutyl-3-methyl-1H-pyrazol-4-yl)oxy)methyl)cyclobutyl)-5-(trifluoromethyl)pyrimidin-4-amine